(naphthyl)((naphthyl)phenyl)fluoranthene C1(=CC=CC2=CC=CC=C12)C1=C(C=2C3=CC=CC=C3C3=CC=CC(=C1)C23)C2=C(C=CC=C2)C2=CC=CC3=CC=CC=C23